NC=1C=C(SC1C(=O)O)SC 4-amino-2-(methylmercapto)-5-thiophenecarboxylic acid